4-chloro-N-((1S,2R)-2-(6-fluoro-2-methyl-3-(6-morpholinopyridin-3-yl)phenyl)-1-(5-oxo-4,5-dihydro-1,3,4-oxadiazol-2-yl)propyl)-2-methoxybenzenesulfonamide ClC1=CC(=C(C=C1)S(=O)(=O)N[C@@H]([C@H](C)C1=C(C(=CC=C1F)C=1C=NC(=CC1)N1CCOCC1)C)C=1OC(NN1)=O)OC